tert-butyl (2S)-2-(cyanomethyl)-4-[2-[[(2R)-methylpyrrolidin-2-yl]methoxy]-7-[2-(trifluoromethyl)phenyl]-6,8-dihydro-5H-pyrido[3,4-d]pyrimidin-4-yl]piperazine-1-carboxylate C(#N)C[C@@H]1N(CCN(C1)C=1C2=C(N=C(N1)OC[C@@H]1N(CCC1)C)CN(CC2)C2=C(C=CC=C2)C(F)(F)F)C(=O)OC(C)(C)C